C(C)(=O)N1CCC(CC1)(OC)C1=CC2=C(N=CN=C2N[C@H](C#C)C2=C(C(=CC=C2)C(F)F)F)N(C1=O)C (R)-6-(1-acetyl-4-methoxypiperidin-4-yl)-4-((1-(3-(difluoromethyl)-2-fluorophenyl)prop-2-yn-1-yl)amino)-8-methylpyrido[2,3-d]pyrimidin-7(8H)-one